5-(((tert-butyldiphenylsilyl)oxy)methyl)-4-methoxypyrimidine-2-carbaldehyde [Si](C1=CC=CC=C1)(C1=CC=CC=C1)(C(C)(C)C)OCC=1C(=NC(=NC1)C=O)OC